4-Iodostyrol IC1=CC=C(C=C)C=C1